C12CCC(CC1)N2CC(=O)NC=2C=C(C(=NC2)C)NC(=O)C=2C=NN1C2SC(=C1)C=1C=NN(C1)CCOC N-(5-(2-(7-azabicyclo[2.2.1]heptan-7-yl)acetamido)-2-methylpyridin-3-yl)-2-(1-(2-methoxyethyl)-1H-pyrazol-4-yl)pyrazolo[5,1-b]thiazole-7-carboxamide